FC(S(=O)(=O)OC=1C2=C(N=C(N1)OC[C@H]1N(CCC1)C)CN(CC2)C2=CC=CC1=CC=CC=C21)(F)F [2-[[(2S)-1-methylpyrrolidin-2-yl]methoxy]-7-(1-naphthyl)-6,8-dihydro-5H-pyrido[3,4-d]pyrimidin-4-yl] trifluoromethanesulfonate